6-ethyl-4-phenyl-3,4-dihydroisoquinolin C(C)C=1C=C2C(CN=CC2=CC1)C1=CC=CC=C1